4-(2-fluoro-6-methoxy-3-methylphenyl)-6-methylnicotinic acid methyl ester COC(C1=CN=C(C=C1C1=C(C(=CC=C1OC)C)F)C)=O